3-(2,2-difluoroethyl)-1-oxa-3,8-diazaspiro[4.5]decan-2-one FC(CN1C(OC2(C1)CCNCC2)=O)F